(3-{6-oxo-4-[6-(tetrahydropyran-4-ylmethoxy)pyridin-3-yl]-1,6-dihydropyrimidin-2-yl}-4-(trifluoromethyl)benzyl)butanamide O=C1C=C(N=C(N1)C=1C=C(CC(C(=O)N)CC)C=CC1C(F)(F)F)C=1C=NC(=CC1)OCC1CCOCC1